NC1=NC=CC(=C1)OC1=C(C=C(C=C1)NC1=C(C(=O)NC)C=CC=N1)Cl 2-((4-((2-aminopyridin-4-yl)oxy)-3-chlorophenyl)amino)-N-methylnicotinamide